FC=1C=C2C(=NNC2=CC1F)C1=CC=C(C(=N1)C)C(=O)N 6-(5,6-difluoro-1H-indazol-3-yl)-2-methylpyridine-3-carboxamide